C(C1=CC=CC=C1)N(C(=O)C12CC(C1)(C2)C(=O)O)CC2=CC=CC=C2 3-(dibenzylcarbamoyl)bicyclo[1.1.1]pentane-1-carboxylic acid